ClC1=C(C=CC=C1)CC(=O)NC1=CC(=C(C=C1)C=1C=NN(C1)C1CCC1)S(N=CN(C)C)(=O)=O 2-(2-chlorophenyl)-N-[4-(1-cyclobutyl-1H-pyrazol-4-yl)-3-{[(dimethylamino)methylidene]sulfamoyl}phenyl]acetamide